C1(=CC=CC=C1)N1N=CC=2C(N=C(OC21)N2CCCCC2)=O 1-Phenyl-6-piperidin-1-ylpyrazolo[4,3-e][1,3]oxazin-4-one